3-(5-methyl-1,3-thiazol-2-yl)-5-[2-(1H-1,2,4-triazol-1-yl)ethoxy]-N-{(1R)-1-[2-(trifluoromethyl)pyrimidin-5-yl]ethyl}benzamide CC1=CN=C(S1)C=1C=C(C(=O)N[C@H](C)C=2C=NC(=NC2)C(F)(F)F)C=C(C1)OCCN1N=CN=C1